3-(5-((4-(4-(4-chloro-1,2-bis(4-hydroxyphenyl)but-1-en-1-yl)phenyl)piperazin-1-yl)methyl)-4-fluoro-1-oxoisoindolin-2-yl)piperidine-2,6-dione ClCCC(=C(C1=CC=C(C=C1)O)C1=CC=C(C=C1)N1CCN(CC1)CC=1C(=C2CN(C(C2=CC1)=O)C1C(NC(CC1)=O)=O)F)C1=CC=C(C=C1)O